CC1=C(C=C(C=C1)C(=O)NC2=CC(=C(C=C2)CN3CCN(CC3)C)C(F)(F)F)C#CC4=CN=C5N4N=CC=C5 The molecule is a benzamide obtained by the formal condensation of the carboxy group of 3-(imidazo[1,2-b]pyridazin-3-ylethynyl)-4-methylbenzoic acid with the anilino group of 4-[(4-methylpiperazin-1-yl)methyl]-3-(trifluoromethyl)aniline. It has a role as an antineoplastic agent and a tyrosine kinase inhibitor. It is a N-methylpiperazine, a member of benzamides, an acetylenic compound, an imidazopyridazine and a member of (trifluoromethyl)benzenes.